FC1=C(C=C(C(=C1F)NC)N)I 5,6-difluoro-4-iodo-N1-methylbenzene-1,2-diamine